3,5-dimethyl-1-(p-cyanophenyl)-1H-pyrazole CC1=NN(C(=C1)C)C1=CC=C(C=C1)C#N